ClC=1C(=NC=CC1)N(C1=C(C=C(C=C1)C1=CC=C(N)C=C1)C1=NN=NN1)[C@H]1CNCC1 (R)-N-(3-chloropyridin-2-yl)-N-(pyrrolidin-3-yl)-3-(1H-tetrazol-5-yl)benzidine